9-(3-(1-(2,6-diisopropylphenyl)-1H-imidazol-2-yl)phenyl)-9H-carbazole-2-carbonitrile C(C)(C)C1=C(C(=CC=C1)C(C)C)N1C(=NC=C1)C=1C=C(C=CC1)N1C2=CC=CC=C2C=2C=CC(=CC12)C#N